1-benzyl 2-methyl (2S)-4-allyl-4-(allyloxy)pyrrolidine-1,2-dicarboxylate C(C=C)C1(C[C@H](N(C1)C(=O)OCC1=CC=CC=C1)C(=O)OC)OCC=C